1,1'-(propylene)bis(3-(3,5-bis(trifluoromethyl)phenyl)urea) C(C(C)NC(=O)NC1=CC(=CC(=C1)C(F)(F)F)C(F)(F)F)NC(=O)NC1=CC(=CC(=C1)C(F)(F)F)C(F)(F)F